p-t-pentylcyclohexyl acetate C(C)(=O)OC1CCC(CC1)C(C)(C)CC